tert-butyl 3-(4-(benzyloxy)-7-bromobenzo[d]oxazol-2-yl)-3,6-diazabicyclo[3.1.1]heptane-6-carboxylate C(C1=CC=CC=C1)OC1=CC=C(C2=C1N=C(O2)N2CC1N(C(C2)C1)C(=O)OC(C)(C)C)Br